(S)-N-(chroman-4-yl)-2-(5-isopropylpyridin-3-yl)benzo[d]thiazole-6-carboxamide O1CC[C@@H](C2=CC=CC=C12)NC(=O)C1=CC2=C(N=C(S2)C=2C=NC=C(C2)C(C)C)C=C1